4-(2-(2,3-difluorophenyl)piperidin-1-yl)-2-fluorobenzoic acid FC1=C(C=CC=C1F)C1N(CCCC1)C1=CC(=C(C(=O)O)C=C1)F